chlorobenzene ClC1=CC=CC=C1